5-(6-(4-(4-isopropylpiperazin-1-yl)phenyl)-1-methyl-2-(4-(methylsulfonyl)phenyl)-1H-benzo[d]imidazol-4-yl)oxazole C(C)(C)N1CCN(CC1)C1=CC=C(C=C1)C=1C=C(C2=C(N(C(=N2)C2=CC=C(C=C2)S(=O)(=O)C)C)C1)C1=CN=CO1